C1(CC1)C(C)OC=1C=CC(=NC1)NC(C(C)N1C[C@@H](C(CC1)(F)F)C1=CNC(C=C1)=O)=O N-(5-(1-cyclopropyl-ethoxy)pyridin-2-yl)-2-((S)-4,4-difluoro-3-(6-oxo-1,6-dihydropyridin-3-yl)piperidin-1-yl)propanamide